ClC1=CC=C(NC2=C(C(=NC(=N2)OCC(C)(C)O)N2CC(C2)(O)C)[N+](=O)[O-])C=C1 [6-(4-chloroanilino)-2-(2-hydroxy-2-methyl-propoxy)-5-nitro-pyrimidin-4-yl]-3-methyl-azetidin-3-ol